COC(=O)C1=CC(=C(C=C1)C1=CC=C(C=C1)C(=O)OC)CP(=O)(CC)CC 2-((diethyl-phosphoryl)methyl)-[1,1'-biphenyl]-4,4'-dicarboxylic acid dimethyl ester